N[C@]1(CN(CCC1)C=1C(=CC(=NC1)C1=NC=C(C(=C1)F)OC)CN1C2=NC=NC(=C2N=C1)N)C1=NC(=CC=C1)Cl (R)-9-((5-(3-amino-3-(6-chloropyridin-2-yl)piperidin-1-yl)-4'-fluoro-5'-methoxy-[2,2'-bipyridin]-4-yl)methyl)-9H-purin-6-amine